CCCCCCCCCCCCCCCCCCCCC[C@H](CC(=O)SCCNC(=O)CCNC(=O)[C@@H](C(C)(C)COP(=O)(O)OP(=O)(O)OC[C@@H]1[C@H]([C@H]([C@@H](O1)N2C=NC3=C(N=CN=C32)N)O)OP(=O)(O)O)O)O The molecule is a 3-hydroxy fatty acyl-CoA that results from the formal condensation of the thiol group of coenzyme A with the carboxy group of (3R)-3-hydroxytetracosanoic acid [(R)-3-hydroxylignoceric acid]. It is a (R)-3-hydroxyacyl-CoA, a 3-hydroxy fatty acyl-CoA and a very long-chain fatty acyl-CoA. It is a conjugate acid of a (3R)-3-hydroxytetracosanoyl-CoA(4-).